ClC1=CC=C(C=C1)C1=C(CCC(C1)(C)C)CN1C(CN(CC1)C(=O)C=1C=C2CN(C(C2=CC1F)=O)C1C(NC(CC1)=O)=O)(C)C 3-(5-(4-((4'-chloro-5,5-dimethyl-3,4,5,6-tetrahydro-[1,1'-biphenyl]-2-yl)methyl)-3,3-dimethylpiperazine-1-carbonyl)-6-fluoro-1-oxoisoindolin-2-yl)piperidine-2,6-dione